5-(2-fluoro-3-methoxyphenyl)-1-[[2-fluoro-6-(trifluoromethyl)phenyl]methyl]-6-methyl-2,4(1H,3H)-pyrimidinedione FC1=C(C=CC=C1OC)C=1C(NC(N(C1C)CC1=C(C=CC=C1C(F)(F)F)F)=O)=O